BrC=1C=C(COC2=C3C(C=C(OC3=CC=C2)C(=O)OCC)=O)C=C(C1)Br ethyl 5-((3,5-dibromobenzyl)oxy)-4-oxo-4H-chromene-2-carboxylate